COC(=O)CCC1(C2=CC(=CC=C2C=2C=CC(=CC12)C1=CC2=CC=CC=C2C=C1)C1=CC2=CC=CC=C2C=C1)CCC(=O)OC 9,9-bis(2-methoxycarbonylethyl)2,7-di(2-naphthyl)fluorene